ClC1=NC=C(C(=C1)OC1=NC=CC2=CC(=CC(=C12)OC(C(F)(F)F)C)N1N=CN(C1=O)CC)F 1-((2-chloro-5-fluoropyridin-4-yl)oxyl-8-((1,1,1-trifluoropropan-2-yl)oxy)isoquinolin-6-yl)-4-ethyl-1H-1,2,4-triazol-5(4H)-one